Ethyl N-[(3-{3-fluoro-4-[(2-methyl-1H-imidazol-1-yl)methyl]phenyl}-5-isobutylthiophen-2-yl)sulfonyl]carbamate FC=1C=C(C=CC1CN1C(=NC=C1)C)C1=C(SC(=C1)CC(C)C)S(=O)(=O)NC(OCC)=O